OC=1C=C(CNC(CCCCCCC(C)C)=O)C=C(C1O)OC N-(3,4-dihydroxy-5-methoxybenzyl)-8-methylnonanamide